4-((2-(azetidin-1-yl)-6-methoxy-7-(3-(pyrrolidin-1-yl)propoxy)quinazolin-4-yl)amino)tetrahydro-2H-thiopyran 1,1-dioxide N1(CCC1)C1=NC2=CC(=C(C=C2C(=N1)NC1CCS(CC1)(=O)=O)OC)OCCCN1CCCC1